C(C)(C)(C)OC(=O)N1C(C2(C1)CCC2)=CC=2N=CC1=C(N2)NC=C1 (7H-pyrrolo[2,3-d]pyrimidin-2-ylmethylene)-2-azaspiro[3.3]heptane-2-carboxylic acid tert-butyl ester